6-chloro-3-cyclopropyl-1-trityl-1H-pyrazolo[4,3-C]pyridine ClC1=CC2=C(C=N1)C(=NN2C(C2=CC=CC=C2)(C2=CC=CC=C2)C2=CC=CC=C2)C2CC2